cis-N-[4-chloro-3-(1-methyl-1,2,4-triazol-3-yl)phenyl]-3-methyl-1-[[(2-methylsulfanylacetyl)amino]carbamoyl]-6-azabicyclo[3.1.1]heptane-6-carboxamide ClC1=C(C=C(C=C1)NC(=O)N1C2CC(CC1(C2)C(NNC(CSC)=O)=O)C)C2=NN(C=N2)C